Ethyl 2-((benzo[b]thiophen-7-ylthio) methyl)-6-fluorobenzoate S1C2=C(C=C1)C=CC=C2SCC2=C(C(=O)OCC)C(=CC=C2)F